(S)-2-((1R,4S)-4,6-Difluoroisochroman-1-yl)pyrrolidine zinc(II) methoxide C[O-].[Zn+2].F[C@@H]1CO[C@H](C2=CC=C(C=C12)F)[C@H]1NCCC1.C[O-]